N-[3-(dimethyl-amino)-propyl]-methacrylamide CN(CCCNC(C(=C)C)=O)C